molybdenum octoxide [Mo](=O)(=O)(=O)(=O)(=O)(=O)(=O)=O